OC(C)C1=CC=C(C2=C1OCCO2)N2CCNCC2 8-(1-hydroxyethyl)-5-(piperazin-1-yl)-2,3-dihydro-1,4-benzodioxine